CC1=C(C=C(C=C1)C1=NOC(=N1)C(C)C1=CC(=CC=C1)OC1=CC=CC=C1)[N+](=O)[O-] (4-methyl-3-nitrophenyl)-5-(1-(3-phenoxyphenyl)ethyl)-1,2,4-oxadiazole